(2S,4r)-1-[(2S)-2-(4-cyclopropyl-triazol-1-yl)-3,3-dimethyl-butyryl]-4-hydroxy-N-[1-(methoxymethyl)-2-tetrahydropyran-4-yl-ethyl]pyrrolidine-2-carboxamide C1(CC1)C=1N=NN(C1)[C@H](C(=O)N1[C@@H](C[C@H](C1)O)C(=O)NC(CC1CCOCC1)COC)C(C)(C)C